ClC=1C=CC=C2C=CC=C(C12)C1=C(C=2N=C(N=C(C2C=N1)N(C1CN(CC1)C(=O)OC(C)(C)C)C)OC[C@H]1N(CCC1)C)F tert-butyl 3-((7-(8-chloronaphthalen-1-yl)-8-fluoro-2-(((S)-1-methylpyrrolidin-2-yl)methoxy)pyrido[4,3-d]pyrimidin-4-yl)(methyl)amino)pyrrolidine-1-carboxylate